[Pd+2].[Cl-].C1(=CC=CC=C1)P([C-]1C=CC=C1)C1=CC=CC=C1.[C-]1(C=CC=C1)P(C1=CC=CC=C1)C1=CC=CC=C1.[Fe+2].[Cl-] 1,1'-bis(diphenylphosphino)ferrocene chloride palladium